ClC1=C2C(=NC=3C=C(C(C(C13)=O)OC)OC)CCCCC2 11-chloro-2,3-dimethoxy-6H,7H,8H,9H,10H-cyclohepta[b]quinolone